8-(3,5-dichlorophenyl)-7-fluoro-4-morpholinoquinoline-3-carboxylate ClC=1C=C(C=C(C1)Cl)C=1C(=CC=C2C(=C(C=NC12)C(=O)[O-])N1CCOCC1)F